C(#C)[C@@]1([C@]2(C)[C@@H](CC1)[C@@H]1CCC3=CC(=C(C=C3[C@H]1CC2)N2CCN(CC2)C(=O)[C@H]2N(CCC2)C(=O)C2=NC1=CC=CC=C1C=C2)OC)O {4-[(17β)-17-ethynyl-17-hydroxy-3-methoxyestra-1(10),2,4-trien-2-yl]piperazin-1-yl}[(2S)-1-(quinolin-2-ylcarbonyl)pyrrolidin-2-yl]methanone